O=C1NC(CCC1N1C(C2=CC=CC(=C2C1=O)N1CC2C(C1)CN(C2)CC(=O)NC)=O)=O 2-(5-(2-(2,6-dioxopiperidin-3-yl)-1,3-dioxoisoindol-4-yl)hexahydropyrrolo[3,4-c]pyrrol-2(1H)-yl)-N-methylacetamide